m-hydroxyphenylacrylic acid OC=1C=C(C=CC1)C(C(=O)O)=C